C(=O)C1=C(C=CC=C1)NC(C)=O N-(2-FORMYL-PHENYL)-ACETAMIDE